CN1C=NC2=C1C(=CC=C2)[C@@H](C=2N=NN(C2)C2(CC2)C(F)(F)F)NC=2C=C1C(=C(C=NC1=C(C2)C#N)C#N)NCC(C)(C)C (S)-6-(((1-methyl-1H-benzo[d]imidazol-7-yl)(1-(1-(trifluoromethyl)cyclopropyl)-1H-1,2,3-triazol-4-yl)methyl)amino)-4-(neopentylamino)quinoline-3,8-dicarbonitrile